2-((2-Azabicyclo[4.1.0]hept-2-yl)methyl)-6-(3-((1s,3s)-3-methyl-1-(4-methyl-4H-1,2,4-triazol-3-yl)cyclobutyl)phenyl)-4-(trifluoromethyl)-1,6-dihydro-7H-pyrrolo[2,3-c]pyridin-7-one C12N(CCCC2C1)CC1=CC2=C(C(N(C=C2C(F)(F)F)C2=CC(=CC=C2)C2(CC(C2)C)C2=NN=CN2C)=O)N1